BrC1=C(OCCCC(=O)O)C=C(C=C1)F 4-(2-bromo-5-fluorophenoxy)butyric acid